3,7-dimethyl-6-octenyl acetate C(C)(=O)OCCC(CCC=C(C)C)C